2-([1-(2-Chlorophenyl)-5-(pyridin-2-yl)-1H-pyrazol-3-yl]methoxy)-2-methylpropanoic acid ClC1=C(C=CC=C1)N1N=C(C=C1C1=NC=CC=C1)COC(C(=O)O)(C)C